(2,6-Dichloro-3-methylpyridin-4-yl)methanol tert-butyl-N-[2-[2-[5-fluoro-2-[3-methyl-7-(1,2,3,4-tetrahydroisoquinolin-6-yl)thieno[2,3-d]pyridazin-4-yl]phenoxy]ethoxy]ethyl]carbamate C(C)(C)(C)N(C(=O)OCC1=C(C(=NC(=C1)Cl)Cl)C)CCOCCOC1=C(C=CC(=C1)F)C1=C2C(=C(N=N1)C=1C=C3CCNCC3=CC1)SC=C2C